2-(7,8-dimethyl-[1,2,4]triazolo[1,5-a]pyridin-6-yl)-3-isopropyl-5,6,7,8-tetrahydro-1H-pyrrolo[2,3-g]isoquinoline CC1=C(C=2N(C=C1C1=C(C=3C(=CC=4CCNCC4C3)N1)C(C)C)N=CN2)C